CC=1C=C(C(=O)NC2=CC=C(C(=O)O)C=C2)C=C(C1)C 4-(3,5-dimethylbenzoylamino)benzoic acid